COC(OC)[SiH2]C(C(=O)OCC(CCCC)CC)C 2-ethylhexyl α-(dimethoxymethylsilyl)propionate